tert-butyl-4-vinyl-1,1'-biphenyl C(C)(C)(C)C1=C(C=CC(=C1)C=C)C1=CC=CC=C1